3-bromo-2-(((tert-butylsulfinyl)imino)methyl)-5-chlorothiophene BrC1=C(SC(=C1)Cl)C=NS(=O)C(C)(C)C